BrC=1C=C(C(=C(C1)Cl)F)F 5-Bromo-1-chloro-2,3-difluorobenzene